BrC=1C=NN(C1C1=CC=CC=C1)CC(C)(F)F 4-bromo-1-(2,2-difluoropropyl)-5-phenyl-pyrazole